6-chloro-4-((2,4-dimethoxybenzyl)amino)pyridazine ClC1=CC(=CN=N1)NCC1=C(C=C(C=C1)OC)OC